ClC=1C=C(C(=NC1)NC(C1=CN=C(C=C1)N1C[C@@H](CC1)F)=O)I (R)-N-(5-chloro-3-iodopyridin-2-yl)-6-(3-fluoropyrrolidin-1-yl)nicotinamide